N[C@@H]1CN(CCC1)C(=O)OC(C)(C)C t-butyl (S)-3-aminopiperidine-1-carboxylate